COC(=O)C1=CC=C2NC(C=3N(C2=C1)C=CC3)=O.N3=CN=C(C1=CC(=CC=C31)[2H])O quinazolin-4-ol-6-d Methyl-4-oxo-4,5-dihydropyrrolo[1,2-a]quinoxalin-8-carboxylate